Methyl (6R,7S)-2-oxo-7-({[(CIS)-4-phenylcyclohexyl]oxy}methyl)-4-oxa-1,8-diazaspiro[5.5]undecane-8-carboxylate O=C1N[C@@]2(COC1)[C@H](N(CCC2)C(=O)OC)CO[C@@H]2CC[C@@H](CC2)C2=CC=CC=C2